N1=CN=C2N1C(=CC=N2)C(=O)N2C[C@H]([C@@]1(CC2)NCC2=CC=CC=C2C1)O [1,2,4]triazolo[1,5-a]pyrimidin-7-yl((3R,3'R)-3'-hydroxy-1,4-dihydro-2H-spiro[isoquinoline-3,4'-piperidin]-1'-yl)methanone